N-(2-((2S,6R)-2,6-dimethylmorpholino)-5-((6-((R)-3-(3'-fluoro-[1,1'-biphenyl]-3-yl)-isoxazolidin-2-yl)-pyrimidin-4-yl)-amino)-4-methoxy-phenyl)acrylamide C[C@@H]1O[C@@H](CN(C1)C1=C(C=C(C(=C1)OC)NC1=NC=NC(=C1)N1OCC[C@@H]1C=1C=C(C=CC1)C1=CC(=CC=C1)F)NC(C=C)=O)C